FC(C=1C(=C(C=CC1)[C@@H](C)NC1=C(C(=NC(=N1)C)C(C(=O)NC1(CC1)CF)N1CCOCC1)C1OCCO1)F)F 2-(6-(((R)-1-(3-(Difluoromethyl)-2-fluorophenyl)ethyl)amino)-5-(1,3-dioxolan-2-yl)-2-methylpyrimidin-4-yl)-N-(1-(fluoromethyl)cyclopropyl)-2-morpholinylacetamide